FC(C=1C=C(C=C(C1)C(F)(F)F)C1=CSC=2N=C3N(CCC4=C3NC3=CC=CC=C43)C(C21)=O)(F)F 3-(3,5-bistrifluoromethylphenyl)-6,7-dihydrothieno[2'',3'':4',5']pyrimido[1',2':1,2]pyrido[3,4-b]indol-4(12H)-one